CN1CC=2N(CC1)C=C(N2)C(=O)OCC ethyl 7-methyl-5,6,7,8-tetrahydroimidazo[1,2-a]pyrazine-2-carboxylate